CC1=C(OC=2N=NC(=CC2C(=O)NC2=CC(=CC=C2)S(=O)(=N)C)C(F)(F)F)C=CC(=C1)OC(F)(F)F 3-(2-methyl-4-trifluoromethoxyphenoxy)-N-(3-(S-methylsulfonimidoyl)phenyl)-6-(trifluoromethyl)pyridazine-4-carboxamide